ClC=1C=C2C(=CC(=NC2=CC1)C(F)(F)F)N[C@@H]1C[C@@H](CCC1)NC(=O)C=1C=NN(C1)[C@H]1CNCC1 N-[(1R,3S)-3-{[6-chloro-2-(trifluoromethyl)quinolin-4-yl]amino}cyclohexyl]-1-[(3R)-pyrrolidin-3-yl]-1H-pyrazole-4-carboxamide